6-(3,5-dimethoxyphenyl)-7-nitro-N-(pent-4-yn-1-yl)quinazolin-2-amine COC=1C=C(C=C(C1)OC)C=1C=C2C=NC(=NC2=CC1[N+](=O)[O-])NCCCC#C